C1=CC=C(C=C1)P(C2=CC=CC=C2)C3=C(C4=CC=CC=C4C=C3)C5=C(C=CC6=CC=CC=C65)P(C7=CC=CC=C7)C8=CC=CC=C8 (S)-2,2'-bis(diphenylphosphino)-1,1'-binaphthalene